2-(3,4-dimethoxyphenyl)-2-methyl-4-trimethylsiloxy-5-amino-3(2H)-furanone COC=1C=C(C=CC1OC)C1(OC(=C(C1=O)O[Si](C)(C)C)N)C